C(#N)C1=C(C=C(C(=O)OC)C=C1OC)F methyl 4-cyano-3-fluoro-5-methoxy-benzoate